CN1C2CNC(CC1)C2 2-Methyl-2,6-diazabicyclo[3.2.1]octane